CC1(C(N(C(=O)NC1=O)[C@H]2C[C@@H]([C@H](O2)COP(=O)(O)O)O)C3C=C4N3C(=O)N4[C@H]5C[C@@H]([C@H](O5)COP(=O)(O)O)O)N The molecule is an N-glycosyl compound that is a metabolite produced by the bacterium Mycoplasma genitalium. It has a role as a Mycoplasma genitalium metabolite. It is a N-glycosyl compound, an aminopyrimidine, an azabicycloalkane and a pyrimidone.